di-(4-chlorophenyl)phosphorus oxide ClC1=CC=C(C=C1)[P](C1=CC=C(C=C1)Cl)=O